C(=C)S(=O)(=O)OC methyl vinyl-sulphonate